ClC=1C=CC(=NC1)C(C(=O)N)(C)N1C[C@@H](CCC1)C1=CNC(C(=C1)C1=CC=CC=C1)=O (5-chloropyridin-2-yl)-2-((S)-3-(6-oxo-5-phenyl-1,6-dihydropyridin-3-yl)piperidin-1-yl)propanamide